(3R)-3-{[2-(4-methoxy-2-methylphenyl)[1,2,4]triazolo[1,5-c]quinazolin-5-yl]amino}azepin-2-one COC1=CC(=C(C=C1)C1=NN2C(=NC=3C=CC=CC3C2=N1)NC=1C(N=CC=CC1)=O)C